OCCCNC(=O)C=1C=C2C(=NC1)NN=C2 N-(3-hydroxypropyl)-1H-pyrazolo[3,4-b]pyridine-5-carboxamide